C12C(CC(CC1)C[Si](OC)(OC)OC)O2 4-epoxycyclohexylmethyl-trimethoxysilane